CC1(C(CCC1)=O)C 3,3-dimethyl-2-oxocyclopentane